C[SiH](O[Si](O[SiH](C)C)(C1=CC=CC=C1)C)C 1,1,3,5,5-pentamethyl-3-phenyltrisiloxane